CC1=CC=C(N=N1)CNC1=NN=C(C2=CC=C(C=C12)C=1SC(=CN1)C)CC1CCOCC1 N-((6-Methylpyridazin-3-yl)methyl)-7-(5-methylthiazol-2-yl)-4-((tetrahydro-2H-pyran-4-yl)methyl)phthalazin-1-amine